methyl 3,4-dihydro-2H-benzo[b][1,4]oxazine-6-carboxylate O1C2=C(NCC1)C=C(C=C2)C(=O)OC